Sulfobutane S(=O)(=O)(O)CCCC